C[C@@H]1NCCC2=C1NC1=CC=CC=C21 (1S,3S)-1-methyl-2,3,4,9-tetrahydropyridino[3,4-b]indol